3,5,7-trimethyl-2,4,6,8-undecatetraene CC(=CC)C=C(C=C(C=CCC)C)C